3-(5-Methyl-6-(methylsulfonamido)pyrazin-2-yl)-N-(4-phenethoxyphenyl)benzamide CC=1N=CC(=NC1NS(=O)(=O)C)C=1C=C(C(=O)NC2=CC=C(C=C2)OCCC2=CC=CC=C2)C=CC1